Racemic-1-(1-(6,7-difluoro-1-oxo-1,2-dihydroisoquinolin-4-yl)ethyl)-1-methyl-3-phenylurea FC=1C=C2C(=CNC(C2=CC1F)=O)[C@@H](C)N(C(=O)NC1=CC=CC=C1)C |r|